C(C)(C)(C)OC(=O)N1C[C@@H](CC1)OCCCCC(CCC=1C(=NC=CC1)Cl)=O (R)-3-((7-(2-chloropyridin-3-yl)-5-oxoheptyl)oxy)pyrrolidine-1-carboxylic acid tert-butyl ester